(2R)-3-(4-cyanophenyl)-2-{[(1,2,3,5,6,7-hexahydro-s-indacen-4-yl)carbamoyl]oxy}propanoic acid C(#N)C1=CC=C(C=C1)C[C@H](C(=O)O)OC(NC1=C2CCCC2=CC=2CCCC12)=O